BrC1=COC2=CN=CC=C21 3-Bromofurano[2,3-c]pyridine